OC1=C(C=CC=C1)C1=CC2=C(N=N1)NC(N2C2CN(C2)C(=O)OC(C)(C)C)=O tert-butyl 3-[3-(2-hydroxyphenyl)-6-oxo-7H-imidazo[4,5-c]pyridazin-5-yl]azetidine-1-carboxylate